(S)-tert-butyl 4-(3-(5-(4-((2-(2-cyano-4,4-difluoropyrrolidin-1-yl)-2-oxoethyl)carbamoyl)quinolin-6-yl)-2-methoxyphenoxy)propyl)piperazine-1-carboxylate C(#N)[C@H]1N(CC(C1)(F)F)C(CNC(=O)C1=CC=NC2=CC=C(C=C12)C=1C=CC(=C(OCCCN2CCN(CC2)C(=O)OC(C)(C)C)C1)OC)=O